Cl.Cl.N1=CC=CC=2CNCCC12 5,6,7,8-tetrahydro-1,6-naphthyridine dihydrochloride